C1(=CC=CC=C1)NC1C(C(CC1)(F)F)C1=CC=C(C=C1)C(C)(C)C 3-(N-phenylamino)-2-(4-tert-butylphenyl)-1,1-difluorocyclopentane